NC([C@H](C[C@H]1C(NCCC1)=O)NC([C@H](CC1CC1)NC(=O)C=1NC(=CC1)Cl)=O)=O N-((S)-1-(((S)-1-amino-1-oxo-3-((S)-2-oxopiperidin-3-yl)propan-2-yl)amino)-3-cyclopropyl-1-oxopropan-2-yl)-5-chloro-1H-pyrrole-2-carboxamide